C(C)(C)(C)OC(=O)N1C[C@@H](N(CC1)C1=C(C(=CC(=C1)C#N)N)Cl)C.C(C)(C)(C)P(C(C)(C)C)CC1=C(C=C(C(=C1)CP(C(C)(C)C)C(C)(C)C)CP(C(C)(C)C)C(C)(C)C)CP(C(C)(C)C)C(C)(C)C 1,2,4,5-Tetrakis(di-tert-butylphosphinomethyl)benzene Tert-butyl-(S)-4-(3-amino-2-chloro-5-cyanophenyl)-3-methylpiperazine-1-carboxylate